2-Methylidene-4-(4-[3-(4-methylphenyl)prop-2-enoyl]phenylamino)-4-oxobutanoic acid C=C(C(=O)O)CC(=O)NC1=CC=C(C=C1)C(C=CC1=CC=C(C=C1)C)=O